methyl 2-(2-bromo-4-cyanophenyl)acetate BrC1=C(C=CC(=C1)C#N)CC(=O)OC